C1(CC=CC=2C3=CC=CC=C3CC12)=O Fluorene-1(9H)-one